CN1C(CCC1)C(=O)NCC1=CC(=NC=C1)NC=1SC2=C(N1)C=CC(=C2)C2=CC=NC=C2 1-methyl-N-((2-((6-(pyridin-4-yl)benzo[d]-thiazol-2-yl)amino)-pyridin-4-yl)methyl)-pyrrolidine-2-carboxamide